2'-chloro-N-(5-(5-chloro-2-methylisonicotinoyl)-5,6-dihydro-4H-pyrrolo[3,4-d]thiazol-2-yl)-5'-methoxy-6-methyl-[4,4'-bipyridine]-3-carboxamide ClC1=NC=C(C(=C1)C1=C(C=NC(=C1)C)C(=O)NC=1SC2=C(N1)CN(C2)C(C2=CC(=NC=C2Cl)C)=O)OC